ClC=1C(=C2C(=NC1)NC(=N2)C2=CC=C(C=C2)N2CC(N(CC2)CCOC)=O)NC2CCN(CC2)C(C)C 4-[4-(6-Chloro-7-{[1-(1-methylethyl)piperidin-4-yl]amino}-3H-imidazo[4,5-b]pyridin-2-yl)phenyl]-1-(2-methoxyethyl)piperazin-2-one